Adipic acid di-hydrazide C(CCCCC(=O)NN)(=O)NN